FC1=CC=C(C=C1)N(N=C(C1=NC(=NC=C1C1=C(C=CC=C1)Br)NC1=CC=C(C=C1)C#N)C1=NC(=NC=C1C1=C(C=CC=C1)Br)NC1=CC=C(C=C1)C#N)C(=O)N 2-bromophenyl-2-(4-cyanophenylamino)-pyrimidin-4-ylketone-N-(4-fluorophenyl) semicarbazone